CC=1C=C2C=NN(C2=C(C1)C)[C@H]1CN(CC1)C(=O)C1=CC=C(C=C1)[C@@]1(C(NC(N1)=O)=O)C (R)-5-{4-[(R)-3-(5,7-dimethylindazol-1-yl)pyrrolidine-1-carbonyl]phenyl}-5-methylimidazolidine-2,4-dione